2-(2-(((5-chloro-2-(1H-tetrazol-1-yl)phenyl)amino)-2-oxoacetamido)-3-phenylpropionamido)phenylacetic acid tert-butyl ester C(C)(C)(C)OC(CC1=C(C=CC=C1)NC(C(CC1=CC=CC=C1)NC(C(=O)NC1=C(C=CC(=C1)Cl)N1N=NN=C1)=O)=O)=O